N=1C=NN2C1C(=CC=C2)COC2=CC=CC(=N2)C2CCN(CC2)CC2=NC1=C(N2C[C@H]2OCC2)C=C(C=C1)C(=O)OC(C)(C)C tert-butyl (S)-2-((4-(6-(([1,2,4]triazolo[1,5-a]pyridin-8-yl) methoxy) pyridin-2-yl) piperidin-1-yl) methyl)-1-((oxetan-2-yl) methyl)-1H-benzo[d]imidazole-6-carboxylate